oct-4-en-3-one CCC(C=CCCC)=O